ClC=1C=CC=C2C(C(=C(OC12)C1=CC=C(OCCOC2CC(C2)C(=O)O)C=C1)OC)=O 3-[2-[4-(8-chloro-3-methoxy-4-oxo-chromen-2-yl)phenoxy]ethoxy]cyclobutanecarboxylic acid